1-(2-chloro-4-isopropylphenyl)methylamine hydrochloride Cl.ClC1=C(C=CC(=C1)C(C)C)CN